C(C=C)(=O)N1CC2=C([C@@H]1C1=C(C(=CC=C1)F)C=1C(=NN(C1)CC)C(F)(F)F)C(=C(S2)C#N)C (S)-5-acryloyl-4-(2-(1-ethyl-3-(trifluoromethyl)-1H-pyrazol-4-yl)-3-fluorophenyl)-3-methyl-5,6-dihydro-4H-thieno[2,3-c]pyrrole-2-carbonitrile